C1C(CC1)C(=O)N 2-cyclobutane-formamide